ClC(=O)[C@@H](C[C@H](O)C(O)([Si](C)(C)C(C)(C)C)F)F 1-Chloro-2,3-dideoxy-2-fluoro-5-fluoro-5-tert-butyldimethylsilylribose